2-[(3R,5R)-5-(2,3-dichloro-6-hydroxyphenyl)pyrrolidin-3-yl]Acetamide bis((2,2-dioxo-1,2-oxathiolan-5-yl)methyl)sulfite O=S1(OC(CC1)COS(=O)OCC1CCS(O1)(=O)=O)=O.ClC1=C(C(=CC=C1Cl)O)[C@H]1C[C@@H](CN1)CC(=O)N